COC(C1=CN=C(C=C1)OC(F)F)=O 6-(difluoromethoxy)nicotinic acid methyl ester